(4S)-4-[4-(1H-1,2,3-triazol-1-yl)benzoylamino]-5-(4-methylpiperazin-1-yl)-5-oxopentanoic acid N1(N=NC=C1)C1=CC=C(C(=O)N[C@@H](CCC(=O)O)C(=O)N2CCN(CC2)C)C=C1